FC(C1=C(C=CC=C1)C=1N=C(C2=C(N1)N=CC=C2)NCC2CCN(CC2)C=2N(C=C(N2)C(F)(F)F)C)F 2-(2-(difluoromethyl)phenyl)-N-((1-(1-methyl-4-(trifluoromethyl)-1H-imidazol-2-yl)piperidin-4-yl)methyl)pyrido[2,3-d]pyrimidin-4-amine